3-bromo-N-methyl-8-(methylamino)imidazo[1,2-a]pyrazine-6-carboxamide BrC1=CN=C2N1C=C(N=C2NC)C(=O)NC